C1(CC1)C=1C(NC(NC1)=O)=O cyclopropylpyrimidine-2,4-dione